C(C1=CC=CC=C1)ON=C(COC1=CC(=NN1C)C(F)F)C1=CC=CC=C1 2-((3-(difluoromethyl)-1-methyl-1H-pyrazol-5-yl)oxy)-1-phenylethan-1-one-O-benzyl oxime